1-methyl-5-(naphthalen-2-ylmethylene)-3-phenethyl-2-selenoxoimidazolidin-4-one CN1C(N(C(C1=CC1=CC2=CC=CC=C2C=C1)=O)CCC1=CC=CC=C1)=[Se]